pregn-9(11)-ene-3,20-dione CC([C@H]1CC[C@H]2[C@@H]3CCC4CC(CC[C@]4(C)C3=CC[C@]12C)=O)=O